FC1=CC=C(CN2C3=CC=CC=C3C=3C=C(N=CC23)CNC2=NC=CC=3C4=CC=CC=C4N(C23)C)C=C1 N-{[9-(4-fluorobenzyl)-beta-carbolin-3-yl]methyl}-9-methyl-beta-carbolin-1-amine